N[C@H](C(=O)O)CCN(CCCCC1=NC=2NCCCC2C=C1)CCOC1=CC=C(C=C1)F (S)-2-amino-4-((2-(4-fluorophenoxy)ethyl)(4-(5,6,7,8-tetrahydro-1,8-naphthyridin-2-yl)butyl)amino)butanoic acid